(trans)-isopentenyl-indoline calcium-barium-silicon-iron [Fe].[Si].[Ba].[Ca].C(CC(=C)C)N1CCC2=CC=CC=C12